3-(3,4-dichlorophenyl)-5-(2,3-dihydrobenzo[1,4]dioxin-6-yl)-N-phenyl-4,5-dihydro-1h-pyrazole-1-thioamide ClC=1C=C(C=CC1Cl)C1=NN(C(C1)C1=CC2=C(OCCO2)C=C1)C(NC1=CC=CC=C1)=S